[Si](C1=CC=CC=C1)(C1=CC=CC=C1)(C(C)(C)C)OC1CC(C1)CN1C(CC(C1)C1=C(C(=CC=C1O)Cl)Cl)=S 1-(((1s,3s)-3-((tert-butyldiphenylsilyl)oxy)cyclobutyl)methyl)-4-(2,3-dichloro-6-hydroxyphenyl)pyrrolidine-2-thione